6-chloro-2-methyl-3-[[2-[3-(6-oxo-1H-pyridazin-4-yl)propyl]-2-azaspiro[3.3]heptan-6-yl]methyl]benzonitrile ClC1=CC=C(C(=C1C#N)C)CC1CC2(CN(C2)CCCC=2C=NNC(C2)=O)C1